(3-((2-(2-Hydroxy-5-(isoindoline-2-carbonyl)benzoyl)isoindolin-5-yl)oxy)propyl)triphenylphosphonium hexafluorophosphate F[P-](F)(F)(F)(F)F.OC1=C(C(=O)N2CC3=CC=C(C=C3C2)OCCC[P+](C2=CC=CC=C2)(C2=CC=CC=C2)C2=CC=CC=C2)C=C(C=C1)C(=O)N1CC2=CC=CC=C2C1